C(C)(C)(C)OC(=O)N1[C@@H](CN(C[C@@H]1C)C1CCC(CC1)N)C (2R,6S)-4-(4-aminocyclohexyl)-2,6-dimethylpiperazine-1-carboxylic acid tert-butyl ester